tert.-butylchlorodi-phenylsilan C(C)(C)(C)[Si](C1=CC=CC=C1)(C1=CC=CC=C1)Cl